1-(heptadecan-9-yl) 9-(2-(1-(2-((2-(4-(2-(oleoyloxy)ethyl)piperidin-1-yl) ethyl) disulfaneyl)ethyl)piperidin-4-yl)ethyl) nonanedioate C(CCCCCCCC(=O)OCCC1CCN(CC1)CCSSCCN1CCC(CC1)CCOC(CCCCCCC\C=C/CCCCCCCC)=O)(=O)OC(CCCCCCCC)CCCCCCCC